C(C)OC=1N=NC=CC1C1=CC(=C2C(=N1)C(=NN2C(C)C)C)NCC2=CC=C(C=C2)OC 5-(3-ethoxypyridazin-4-yl)-1-isopropyl-N-(4-methoxybenzyl)-3-methyl-1H-pyrazolo[4,3-b]Pyridin-7-amine